allyl-(phenoxycarbonyl)benzene C(C=C)C1=C(C=CC=C1)C(=O)OC1=CC=CC=C1